CC1=NC(=NC(=C1)C)N1C=C2C(=C1)CN(C2)C(=O)C=2C(=NN1C2C=CC=C1)C1=NC=CC=C1 ((3aR,6aS)-5-(4,6-dimethylpyrimidin-2-yl)pyrrolo[3,4-c]pyrrol-2(1H)-yl)(2-(pyridin-2-yl)pyrazolo[1,5-a]pyridin-3-yl)methanone